NC/C(/CN1N=CN(C1=O)CC=1SC(=CC1)C=1C=CC2=C(NCCO2)C1C)=C\F 2-[(E)-2-(aminomethyl)-3-fluoro-allyl]-4-[[5-(5-methyl-3,4-dihydro-2H-1,4-benzoxazin-6-yl)-2-thienyl]methyl]-1,2,4-triazol-3-one